COC(=O)NC1CCN(CC1)C(=O)OC(C)(C)C tert-Butyl 4-[(methoxycarbonyl)amino]piperidine-1-carboxylate